FC=1C=C(C=C(C1)F)[C@@H]1N(OCC1)C1=NC(=NC=N1)NC=1C(=CC(=C(C1)NC(C=C)=O)N1CCN(CC1)C)OC (R)-N-(5-((4-(3-(3,5-difluorophenyl)isoxazolidin-2-yl)-1,3,5-triazin-2-yl)amino)-4-methoxy-2-(4-methylpiperazin-1-yl)phenyl)acrylamide